C(C1=CCCC=C1)(=O)[O-] 3,4-dihydrobenzoate